C(C)C1(C(NC(C(C1C1=C(C(=CC=C1)F)C(C)(C)F)(C(=O)[O-])C)C)COC(C)=O)C(=O)[O-] 3-Ethyl-5-methyl-2-(acetoxymethyl)-4-(3-fluoro-2-(2-fluoropropan-2-yl) phenyl)-6-methyl-1,4-dihydropyridine-3,5-dicarboxylate